C1(CC1)N1C=C(C2=CC=CC=C12)C1=NC(=NC=C1C=1OC=CN1)NC=1C(=CC(=C(C1)NC(C=C)=O)N1CC2N(CCC2C1)C)OC N-(5-((4-(1-Cyclopropyl-1H-indol-3-yl)-5-(oxazol-2-yl)pyrimidin-2-yl)amino)-4-methoxy-2-(1-methylhexahydropyrrolo[3,4-b]pyrrol-5(1H)-yl)phenyl)acrylamide